(5S,8S)-N-(2,6-difluorobenzyl)-5-fluoro-8-hydroxy-5,6,7,8-tetrahydroquinoline-5-carboxamide FC1=C(CNC(=O)[C@]2(C=3C=CC=NC3[C@H](CC2)O)F)C(=CC=C1)F